3-Methylacrylic acid anhydride CC=CC(=O)OC(C=CC)=O